C(CCCC)C=NS(=O)=O N-pentylmethylenesulfonamide